(S)-N-(3-(1-((7-methyl-5H-pyrrolo[2,3-b]pyrazin-2-yl)amino)ethyl)phenyl)-6-(trifluoromethyl)nicotinamide CC1=CNC2=NC=C(N=C21)N[C@@H](C)C=2C=C(C=CC2)NC(C2=CN=C(C=C2)C(F)(F)F)=O